[V].[Li] Lithium vanadium